(5'S,7a'R)-1-(5-fluoro-6-methoxypyrimidin-4-yl)-5'-phenyltetrahydro-3'H-spiro[piperidine-4,2'-pyrrolo[2,1-b][1,3]oxazol]-3'-one FC=1C(=NC=NC1OC)N1CCC2(C(N3[C@H](O2)CC[C@H]3C3=CC=CC=C3)=O)CC1